C1(CCC1)OC1=CC=C(C=C1)C=1N=NN(C1)[C@H](C(=O)N1[C@@H](C[C@H](C1)O)C(=O)NC)C(C)(C)C (2S,4r)-1-[(2S)-2-[4-[4-(cyclobutoxy)phenyl]triazol-1-yl]-3,3-dimethyl-butyryl]-4-hydroxy-N-methyl-pyrrolidine-2-carboxamide